C(C)N(CC)CC1=CC2=C(C(N(C=C2C(F)(F)F)C2=CC(=CC=C2)C2(CC(C2)C)C2=NN=CN2C)=O)N1 2-((diethylamino)methyl)-6-(3-((1s,3s)-3-methyl-1-(4-methyl-4H-1,2,4-triazol-3-yl)cyclobutyl)phenyl)-4-(trifluoromethyl)-1,6-dihydro-7H-pyrrolo[2,3-c]pyridin-7-one